N[C@@H]1C(CN(C1)C(=O)C=1NC2=CC=C(C(=C2C1F)Cl)F)(F)F (S)-(4-amino-3,3-difluoropyrrolidin-1-yl)(4-chloro-3,5-difluoro-1H-indol-2-yl)methanone